4-methyl-4,5,6,7-tetrahydrobenzofuran-2-sulfonamide CC1CCCC2=C1C=C(O2)S(=O)(=O)N